BrC=1C=CC(=NC1)\C=N\S(=O)C(C)(C)C (E)-N-((5-bromopyridin-2-yl)methylene)-2-methylpropan-2-sulfinamide